S(=O)(=O)([O-])[O-].[Cr+2] chromium(II) sulfate